benzyloxycarbonyl-6-(1-methoxycarbonyl-5,6,7,8-tetrahydroindolizin-3-yl)-3,4-dihydro-1H-isoquinoline-7-carboxylic acid C(C1=CC=CC=C1)OC(=O)C1NCCC2=CC(=C(C=C12)C(=O)O)C1=CC(=C2CCCCN12)C(=O)OC